ClC1=C(C=CC=C1)C1=C(C=C(C(=C1)OC)OC)C=1NC=CN1 2-(o-chlorophenyl)-4,5-dimethoxyphenylimidazole